O=C1N(C(CC1)=O)OC(=O)OCC1C2=CC(=CC=C2C=2C=CC(=CC12)NC(CCN1C(C(CC1=O)SCCCCCCCCCCCCCCCC(=O)O)=O)=O)S(=O)(=O)O 16-(1-(3-(9-(((2,5-dioxopyrrolidin-1-yloxy)carbonyloxy)-methyl)-7-sulfo-9H-fluoren-2-ylamino)-3-oxopropyl)-2,5-dioxopyrrolidin-3-ylthio)hexadecanoic acid